4,5-dichloro-N-(1,1-dimethylsilepan-4-yl)-1H-pyrrolo[2,3-c]pyridine-2-carboxamide ClC1=C2C(=CN=C1Cl)NC(=C2)C(=O)NC2CC[Si](CCC2)(C)C